FC(C1=C(C(=C(C(=C1F)F)F)F)S(=O)(=O)N(C)C=1C2=C(N(C(N1)=O)C1=C(C=CC=C1)C(C)C)N=C(C(=C2)F)C2=C(C=CC=C2O)F)F 2-(difluoromethyl)-3,4,5,6-tetrafluoro-N-(6-fluoro-7-(2-fluoro-6-hydroxyphenyl)-1-(2-isopropylphenyl)-2-oxo-1,2-dihydropyrido[2,3-d]pyrimidin-4-yl)-N-methylbenzenesulfonamide